COC(CC(C1=C(C=C(C(=C1)F)Cl)Cl)=O)=O 2,4-dichloro-5-fluorobenzoylacetic acid methyl ester